C(CCCCC(=O)O)(=O)O.C(COCCO)O diethylenglycol adipate